CC1(OB(OC1(C)C)C1=CC2=C(CS(C2)=O)C=C1)C 5-(4,4,5,5-tetramethyl-1,3,2-dioxaborolan-2-yl)-1,3-dihydro-2-benzothiophene 2-oxide